(R)-4-((4-Hydroxy-1-(phenylthio)butan-2-yl)amino)-3-((trifluoromethyl)sulfonyl)benzenesulfonamide OCC[C@H](CSC1=CC=CC=C1)NC1=C(C=C(C=C1)S(=O)(=O)N)S(=O)(=O)C(F)(F)F